(R)-N-(1-(3,4-dichlorophenyl)-2-(dimethylamino)ethyl)-2-methylbenzenesulfonamide ClC=1C=C(C=CC1Cl)[C@H](CN(C)C)NS(=O)(=O)C1=C(C=CC=C1)C